The molecule is an amino trisaccharide consisting of N-acetyl-alpha-neuraminyl, beta-D-galactosyl and 6-sulfated N-acetyl-beta-D-gluosamine residues linked sequentially (2->3) and (1->4). It has a role as an epitope. It is a glucosamine oligosaccharide, an amino trisaccharide and an oligosaccharide sulfate. CC(=O)N[C@@H]1[C@H](C[C@@](O[C@H]1[C@@H]([C@@H](CO)O)O)(C(=O)O)O[C@H]2[C@H]([C@H](O[C@H]([C@@H]2O)O[C@@H]3[C@H](O[C@H]([C@@H]([C@H]3O)NC(=O)C)O)COS(=O)(=O)O)CO)O)O